ClC1=NN=C(C2=CC=C(C=C12)F)N[C@H]1CN(CCC1)C (R)-4-chloro-6-fluoro-N-(1-methylpiperidine-3-yl)phthalazin-1-amine